ClC1=CC(=C(C2=C1N(N=N2)C)C)C(CC(=O)OCC)C=2C=C1CCCC1=C(C2)CO ethyl 3-(7-chloro-1,4-dimethyl-1H-benzotriazol-5-yl)-3-[7-(hydroxymethyl)-2,3-dihydro-1H-inden-5-yl]propanoate